OC1=C(C=CC2=CC=CC=C12)C(=O)O.O1NC=CC=C1 oxazine mono1-hydroxy-2-naphthoate